((4-(4-phenylindolin-1-yl)pyrido[3,2-d]pyrimidin-7-yl)methyl)-L-allothreonine C1(=CC=CC=C1)C1=C2CCN(C2=CC=C1)C=1C2=C(N=CN1)C=C(C=N2)CN[C@@H]([C@@H](O)C)C(=O)O